3-(4-chloro-3,5-dimethyl-pyrazol-1-yl)-N-methyl-N-(1-methylbenzimidazol-5-yl)benzamide ClC=1C(=NN(C1C)C=1C=C(C(=O)N(C2=CC3=C(N(C=N3)C)C=C2)C)C=CC1)C